C(C)(C)(C)OC(=O)NCCNC([C@H](C)NC(OCC1=CC=CC=C1)=O)=O benzyl (S)-(1-((2-((tert-butoxycarbonyl)amino)ethyl)amino)-1-oxopropan-2-yl)carbamate